dicyclohexyl-dimethyl-butyl-guanidine C1(CCCCC1)N=C(N(CCCC)C1CCCCC1)N(C)C